N-(4-cyano-2-(trifluoromethyl)benzyl)-1-(2-fluorobenzyl)piperidine-4-carboxamide C(#N)C1=CC(=C(CNC(=O)C2CCN(CC2)CC2=C(C=CC=C2)F)C=C1)C(F)(F)F